OC1=C(C(=O)O)C=C(C=C1)C=1OC(=CC1)C=C1C(C2=CC=CC=C2C1)=O 2-Hydroxy-5-(5-((1-oxo-1,3-dihydro-2H-inden-2-ylidene)methyl)furan-2-yl)benzoic acid